(2-((1-(trans-4-cyanocyclohexyl)-1H-pyrazol-4-yl)amino)-5-methylpyrimidin-4-yl)benzoic acid methyl ester COC(C1=C(C=CC=C1)C1=NC(=NC=C1C)NC=1C=NN(C1)[C@@H]1CC[C@H](CC1)C#N)=O